FC=1C=C(C(=O)N2CC(NC3=CC(=CC=C23)C(C)=O)=O)C=C(C1)Br 4-(3-fluoro-5-bromobenzoyl)-7-acetyl-3,4-dihydroquinoxalin-2(1H)-one